C(C)(C)(C)OC(=O)NCCCCC(C)NC1=C(C(=O)OC)C=CC=C1[N+](=O)[O-] methyl 2-((6-((tert-butoxycarbonyl)amino)hexan-2-yl)amino)-3-nitrobenzoate